N-[2-(1-benzylpiperidin-4-yl)ethyl]-3-methyl-1-[4-(trifluoromethoxy)phenyl]piperidine-4-carboxamide C(C1=CC=CC=C1)N1CCC(CC1)CCNC(=O)C1C(CN(CC1)C1=CC=C(C=C1)OC(F)(F)F)C